N1C(=NC2=C1C=CC=C2)C2=CC(=NN2CC2=CC=C(C=C2)OC)NC(C2=CC=C(C=C2)N2C[C@@H](CC2)O)=O N-[5-(1H-benzimidazol-2-yl)-1-[(4-methoxyphenyl)methyl]pyrazol-3-yl]-4-[(3R)-3-hydroxypyrrolidin-1-yl]benzamide